C(C1=CC=CC=C1)N1[C@@H](CCC1)C(CC)OC=1C=C2CN(C(C2=CC1)=O)N1C(CCCC1=O)=O (5-(1-((S)-1-benzylpyrrolidin-2-yl)propoxy)-1-oxoisoindolin-2-yl)piperidine-2,6-dione